tert-Butyl (S)-1-((1,3-dioxoisoindolin-2-yl)methyl)-8-hydroxy-3,4-dihydroisoquinoline-2(1H)-carboxylate O=C1N(C(C2=CC=CC=C12)=O)C[C@H]1N(CCC2=CC=CC(=C12)O)C(=O)OC(C)(C)C